C(C)(C)(C)OC(=O)N[C@H](C(=O)OC)C[C@@H](C(=O)OC)OC1=C(C=CC=C1)[N+](=O)[O-] dimethyl (2S,4S)-2-(tert-butoxycarbonylamino)-4-(2-nitrophenoxy)pentanedioate